1-(2-methoxy-2-oxoethyl)-1H-pyrazole-5-carboxylic acid COC(CN1N=CC=C1C(=O)O)=O